(1,3-dioxolan-2-yl)-N-methylmethanamine O1C(OCC1)CNC